tert-butyl (E)-6-(2-amino-4-methylthiazol-5-yl)-3-(2-(pyridin-2-yl) vinyl)-1H-indazole-1-carboxylate NC=1SC(=C(N1)C)C1=CC=C2C(=NN(C2=C1)C(=O)OC(C)(C)C)\C=C\C1=NC=CC=C1